Cl.FC(C1=NN(C=C1S(=O)(=O)[C@](C)(F)C1CCNCC1)C)F (S)-4-(1-((3-(difluoromethyl)-1-methyl-1H-pyrazol-4-yl)sulfonyl)-1-fluoroethyl)piperidine hydrochloride